N,N'-Bis(4-butylphenyl)-N,N'-bis(phenyl)benzidine C(CCC)C1=CC=C(C=C1)N(C1=CC=C(C=C1)C1=CC=C(N(C2=CC=CC=C2)C2=CC=C(C=C2)CCCC)C=C1)C1=CC=CC=C1